(S,E)-2-(1-fluorocyclopropyl)-N-(4-(methylsulfonyl)but-3-en-2-yl)-4-phenoxypyrimidine-5-carboxamide FC1(CC1)C1=NC=C(C(=N1)OC1=CC=CC=C1)C(=O)N[C@@H](C)\C=C\S(=O)(=O)C